C1=CC=CC=2C3=CC=CC=C3C(C12)COC(=O)N[C@](C(=O)N[C@H](C(=O)NC=1C=CC=C(C1)S(=O)(=O)O)CCCNC(=O)N)(C(C)C)C 5-[[(2S)-2-[[(2S)-2-(9H-fluoren-9-ylmethoxycarbonylamino)-3-methyl-methyl-butanoyl]amino]-5-ureido-pentanoyl]amino]benzenesulfonic acid